ClC(=O)N([C@H]1CN(CCC1)C(=O)OC(C)(C)C)C=1N=CC2=CC=CC=C2C1 tert-butyl (R)-3-((chlorocarbonyl)(isoquinolin-3-yl)amino)piperidine-1-carboxylate